Cl.CC1=C(C=CC(=C1)S(N[C@H](C)C1CCNCC1)(=O)=O)NC(C1=C(C=CC=C1)C(F)(F)F)=O (R)-N-(2-methyl-4-(N-(1-(piperidin-4-yl)ethyl)sulfamoyl)phenyl)-2-(trifluoromethyl)benzamide hydrochloride